(trifluoromethyl)-1H-pyrrolo[2,3-b]pyridine FC(F)(F)N1C=CC=2C1=NC=CC2